ClC1=CC=CC2=C1NC(=N2)[C@H]2N(CCC1=C2N=CN1)C(=O)C=1C=NN2C1C=CC=C2 (S)-(4-(7-chloro-1H-benzo[d]imidazol-2-yl)-6,7-dihydro-1H-imidazo[4,5-c]pyridin-5(4H)-yl)(pyrazolo[1,5-a]pyridin-3-yl)methanone